N-{4-[(4,4-difluorocyclohexyl)oxy]-3-(6-methyl-7-oxo-6,7-dihydro-1H-pyrrolo[2,3-c]pyridin-4-yl)phenyl}propane-1-sulfonamide FC1(CCC(CC1)OC1=C(C=C(C=C1)NS(=O)(=O)CCC)C=1C2=C(C(N(C1)C)=O)NC=C2)F